C(#N)C=1C=CC(=C(C(=O)NNC(C(=O)OCC)=O)C1)OC Ethyl 2-(2-(5-cyano-2-methoxybenzoyl)hydrazineyl)-2-oxoacetate